(R)-3-((2-(2-chloro-5H-pyrrolo[2,3-b]pyrazin-7-yl)-6-(furan-2-yl)pyrimidin-4-yl)amino)-4,4-dimethylpentanoic acid ClC=1N=C2C(=NC1)NC=C2C2=NC(=CC(=N2)N[C@H](CC(=O)O)C(C)(C)C)C=2OC=CC2